2,3-dichloro-5-fluoropyridine ClC1=NC=C(C=C1Cl)F